OC(=O)O.C(C)O ethanol, hydroxycarboxylic acid salt